C(=C)C1(CCSCC1)C=C.[Pt] platinum (0) divinyl-Thian